O1CCN(CC1)C1=NC(=NN2C1=CC(=C2)C(=O)NC2CCNCC2)N/N=C/C=2C=C(C=CC2)C 4-morpholino-2-[(2E)-2-(m-tolylmethylene)hydrazino]-N-(4-piperidyl)pyrrolo[2,1-f][1,2,4]triazine-6-carboxamide